N-hexadecyl-2-(3,4,5-tribenzyloxy-phenyl)-3,5,7-tribenzyloxy-quinolin-4-one C(CCCCCCCCCCCCCCC)N1C(=C(C(C2=C(C=C(C=C12)OCC1=CC=CC=C1)OCC1=CC=CC=C1)=O)OCC1=CC=CC=C1)C1=CC(=C(C(=C1)OCC1=CC=CC=C1)OCC1=CC=CC=C1)OCC1=CC=CC=C1